Nickelous (2S)-2-[(E)-[[2-[(2S)-1-benzylpyrrolidine-2-carbonyl]azanidylphenyl]-phenyl-methylene]amino]-2-[(1S)-6-bromoindan-1-yl]acetate C(C1=CC=CC=C1)N1[C@@H](CCC1)C(=O)[N-]C1=C(C=CC=C1)\C(\C1=CC=CC=C1)=N\[C@H](C(=O)[O-])[C@H]1CCC2=CC=C(C=C12)Br.[Ni+2]